C1CC12CCN(CC2)C=2C=C(C=CC2N2N=C(N=N2)C2=CC(=NC(=C2)C)N2CCC(CC2)(F)F)C(CO)S(=O)(=O)N (3-{6-azaspiro[2.5]oct-6-yl}-4-{5-[2-(4,4-difluoropiperidin-1-yl)-6-methylpyridin-4-yl]-2H-1,2,3,4-tetrazol-2-yl}phenyl)-2-hydroxyeth-ane-1-sulfonamide